N1(CCOCC1)C(CNC(C)=O)=O N-(2-morpholin-4-yl-2-oxo-ethyl)-acetamide